CC1=CC=C(C=C1)C1=C(C(=NN1C1=CC=C(C=C1)N)C(F)(F)F)C#N 5-(4-methylphenyl)-1-(4-aminophenyl)-3-trifluoromethyl-1H-pyrazole-4-carbonitrile